(2-amino-[1,2,4]triazolo[1,5-a]pyridin-7-yl)-2-fluoro-N-(3-(3-fluorophenyl)-3-hydroxypropyl)-6-methylbenzamide NC1=NN2C(C=C(C=C2)C=2C(=C(C(=O)NCCC(O)C3=CC(=CC=C3)F)C(=CC2)C)F)=N1